8-nitroindolo[2,1-b]quinazolin-12(6H)-one [N+](=O)([O-])C=1C=C2CC3=NC4=CC=CC=C4C(N3C2=CC1)=O